OC1=CC=C(C=C1)/C=C/C1=CC=C(C=C1)O 4-[(E)-2-(4-hydroxyphenyl)vinyl]phenol